5-oxo-2-(3-oxobutyl)-2-(trichloroacetyl)hexanamide O=C(CCC(C(=O)N)(C(C(Cl)(Cl)Cl)=O)CCC(C)=O)C